2-(5-{[(1R,2S,3S,5S)-2-fluoro-1,5-dimethyl-8-azabicyclo[3.2.1]octan-3-yl](methyl)amino}pyrazin-2-yl)-5-(1H-pyrazol-5-yl)phenol F[C@@H]1[C@]2(CC[C@@](C[C@@H]1N(C=1N=CC(=NC1)C1=C(C=C(C=C1)C1=CC=NN1)O)C)(N2)C)C